FC1=CC=C(C=C1)C(C=1OC(=NN1)C=1C(=C(C=CC1)C1=CC=CC=C1)C)N1CCCCC1 2-((4-fluorophenyl)(piperidin-1-yl)methyl)-5-(2-methyl-[1,1'-biphenyl]-3-yl)-1,3,4-oxadiazole